FC1=CC=C(C=C1)C=1C2=C(NN1)CN(C2)C#N 3-(4-Fluorophenyl)-4,6-dihydropyrrolo[3,4-c]pyrazole-5(1H)-carbonitrile